(S)-1-(6-(2,4-di-tert-butoxypyrimidin-5-yl)imidazo[1,2-b]pyridazin-8-yl)-4,4-difluoropyrrolidin-3-yl (2,4-difluorophenyl)carbamate FC1=C(C=CC(=C1)F)NC(O[C@H]1CN(CC1(F)F)C=1C=2N(N=C(C1)C=1C(=NC(=NC1)OC(C)(C)C)OC(C)(C)C)C=CN2)=O